C(C)(C)(C)C1=CC=C(CN2CCNCC2)C=C1 1-(4-tert-butylbenzyl)piperazine